CN1C(=CC2=CC(=CC=C12)COCC=1N=CSC1)C(=O)O 1-methyl-5-((thiazol-4-ylmethoxy)methyl)-1H-indole-2-carboxylic Acid